(3-isocyanatopropyl)trisilane methyl-5-((1-(tert-butoxycarbonyl)azetidin-3-yl)oxy)-2-fluoronicotinate COC(C1=C(N=CC(=C1)OC1CN(C1)C(=O)OC(C)(C)C)F)=O.N(=C=O)CCC[SiH2][SiH2][SiH3]